(1S,3aR,6aS)-2-((R)-2-fluoro-2-(3-fluorophenyl)propanoyl)-N-((R)-4-fluoro-3-oxo-1-((S)-2-oxopyrrolidin-3-yl)butan-2-yl)octahydrocyclopenta[c]pyrrole-1-carboxamide F[C@](C(=O)N1[C@@H]([C@@H]2[C@H](C1)CCC2)C(=O)N[C@H](C[C@H]2C(NCC2)=O)C(CF)=O)(C)C2=CC(=CC=C2)F